BrC=1C=C2C(=NC1)C(C=1C2=NN(C1)C1OCCCC1)=O 7-bromo-2-(tetrahydro-2H-pyran-2-yl)pyrazolo[3',4':3,4]cyclopenta[1,2-b]pyridin-4(2H)-one